C(CCC)C1=C(C(=C(C(=N1)CCC1=CC=C(C=C1)OC)C(=O)O)C(=O)O)O 6-butyl-5-hydroxy-2-(4-methoxyphenylethyl)pyridine-3,4-dicarboxylic acid